4-((4-((4-([1,2,4]triazolo[1,5-a]pyridin-7-yloxy)-2-methoxy-5-methylphenyl)amino)-7-methoxyquinazolin-6-yl)amino)piperidine-1-carboxylic acid tert-butyl ester C(C)(C)(C)OC(=O)N1CCC(CC1)NC=1C=C2C(=NC=NC2=CC1OC)NC1=C(C=C(C(=C1)C)OC1=CC=2N(C=C1)N=CN2)OC